C(=O)(C=C)N1N(CCCN1)C(=O)C=C diacryl-hexahydrotriazine